4-(3-(3-chloro-3-methyl-2-oxoindolin-1-yl)-4-fluorobenzyl)phthalazin-1(2H)-one ClC1(C(N(C2=CC=CC=C12)C=1C=C(CC2=NNC(C3=CC=CC=C23)=O)C=CC1F)=O)C